OC=1C(=NC=C(C1)C=1C=C2C(=CC=NC2=CC1)C)C(=O)NCC(C(=O)O)(C)C 3-(3-Hydroxy-5-(4-methylquinolin-6-yl)pyridinecarboxamido)-2,2-dimethylpropionic acid